BrC=1N=CC(=NC1)N1[C@H]2CC3(C[C@@H]1CC2)OC2=C([C@H]3NC(OC(C)(C)C)=O)C=CC=C2 tert-butyl ((1'R,2r,3R,5'S)-8'-(5-bromopyrazin-2-yl)-3H-8'-azaspiro[benzofuran-2,3'-bicyclo[3.2.1]octan]-3-yl)carbamate